4-bromopyrazolo[1,5-a]pyridin-2-ol BrC=1C=2N(C=CC1)N=C(C2)O